ClC1=CC(=C(C=C1F)[C@H](N[S@@](=O)C(C)(C)C)C1COC1)F (S)-N-((R)-(4-chloro-2,5-difluorophenyl)(oxetan-3-yl)methyl)-2-methylpropan-2-sulfinamide